3-dimethylamino-1-(3-pyridyl)-2-propen-1-one CN(C=CC(=O)C=1C=NC=CC1)C